Ammonium ruthenium(II) [Ru+2].[NH4+]